BrC=1N=C(C=2N(C1)C=C(N2)C)Br 6,8-dibromo-2-methylimidazo[1,2-a]pyrazine